2-[6-bromo-4-(trifluoromethyl)-1,3-benzothiazol-2-yl]-6-chloro-2,3,4,9-tetrahydro-1H-pyrido[3,4-b]indole BrC1=CC2=C(N=C(S2)N2CC=3NC4=CC=C(C=C4C3CC2)Cl)C(=C1)C(F)(F)F